N-[6-nitro-8-(trifluoromethyl)-5-quinolyl]Acetamide [N+](=O)([O-])C=1C(=C2C=CC=NC2=C(C1)C(F)(F)F)NC(C)=O